COC1=NC=C(C=N1)/C=C/C=1NC2=NC=NC(=C2N1)N (E)-8-(2-(2-methoxypyrimidin-5-yl)vinyl)-9H-purin-6-amine